(4-(thieno[2,3-c]pyridin-4-yl)thiophen-2-yl)-4-oxobutanoic acid S1C=CC=2C1=CN=CC2C=2C=C(SC2)C(C(=O)O)CC=O